O=C(CC1(CCCCC1)CNC(=O)[C@H]1NCCC1)NC=1SC2=C(N1)C=CC(=C2)OC(F)(F)F (S)-N-((1-(2-oxo-2-((6-(trifluoromethoxy)benzo[d]thiazol-2-yl)amino)ethyl)cyclohexyl)methyl)pyrrolidine-2-carboxamide